ClC1=CC(=C(C=C1)C1C(C(C(O1)=O)=C)O)C=1C=NN(C1)C 5-(4-chloro-2-(1-methyl-1H-pyrazol-4-yl)phenyl)-4-hydroxy-3-methylenedihydrofuran-2(3H)-one